1-[2-(2-naphthyl)ethyl]-4-(3-trifluoromethylphenyl)-1,2,3,6-tetrahydropyridine hydrochloride Cl.C1=C(C=CC2=CC=CC=C12)CCN1CCC(=CC1)C1=CC(=CC=C1)C(F)(F)F